1,2,3,4-tetrahydroisoquinoline-6-carboxylic acid C1NCCC2=CC(=CC=C12)C(=O)O